ethyl 7-bromo-3-chloroimidazo[1,2-a]pyridine-2-carboxylate BrC1=CC=2N(C=C1)C(=C(N2)C(=O)OCC)Cl